3-(3-Benzyl-3H-imidazo[4,5-b]pyridin-2-yl)-N-thiophen-2-ylmethyl-propionamide C(C1=CC=CC=C1)N1C(=NC=2C1=NC=CC2)CCC(=O)NCC=2SC=CC2